(S)-N-(1-((tert-butyldiphenylsilyl)oxy)-3-cyclopropylpropane-2-ylidene)-2-methylpropane-2-sulfinamide [Si](C1=CC=CC=C1)(C1=CC=CC=C1)(C(C)(C)C)OCC(CC1CC1)=N[S@@](=O)C(C)(C)C